FC(OC1=NC=CC(=C1)CNC(=O)NC1=CC(=CC=C1)OC)F 1-[[2-(difluoromethoxy)pyridin-4-yl]methyl]-3-(3-methoxyphenyl)urea